aconitane C1[C@@H]2C[C@@H]3[C@H]1[C@H](CC2)[C@H]2C[C@@H]1[C@H]4CCC[C@@]31[C@@H]2NC4